FC(C=1C=C(N)C=CC1)(F)F 3-trifluoromethylaniline